2-bromo-5,6,7,8-tetrahydroimidazo[1,2-a]pyridine BrC=1N=C2N(CCCC2)C1